thiazine-6-carbohydrazide hydrochloride Cl.S1NC=CC=C1C(=O)NN